FC=1C(=C(C=CC1F)[C@@H]1[C@H](O[C@](C1)(C)COC)C(=O)NC1=CC(=NC=C1)C(=O)N)OC |o1:8,9,11| rel-4-((2s,3r,5s)-3-(3,4-difluoro-2-methoxyphenyl)-5-(methoxymethyl)-5-methyltetrahydrofuran-2-carboxamido)pyridineamide